CC(CN1N=CC(=C1C)[N+](=O)[O-])(C)O 2-methyl-1-(5-methyl-4-nitro-1H-pyrazol-1-yl)propan-2-ol